Di-(2-ethylhexyl)phosphoric acid C(C)C(COP(OCC(CCCC)CC)(O)=O)CCCC